ethyl 2-[(3-methylpyridin-2-yl)formamido]acetate CC=1C(=NC=CC1)C(=O)NCC(=O)OCC